BrC=1C=CC(=C(CN2C3=NC=NC(=C3N=C2C2=C(C=C(OCCC(C(=O)O)C)C=C2)Cl)OC2(CC2)C)C1)F 4-(4-(9-(5-bromo-2-fluorobenzyl)-6-(1-methylcyclopropoxy)-9H-purin-8-yl)-3-chlorophenoxy)-2-methylbutanoic acid